COC(=O)C1CSC=2N1C(C=C(C2C2=CC(=CC=C2)C(F)(F)F)CC2=CC=CC1=CC=CC=C21)=O.[N+](=O)([O-])C=2C=C(C=CC2)C=O (3-nitrophenyl)methanone Methyl-7-(naphthalen-1-ylmethyl)-5-oxo-8-(3-(trifluoromethyl)phenyl)-2,3-dihydro-5H-thiazolo[3,2-a]pyridine-3-carboxylate